3-[1-(4-fluorophenyl)-4-hydroxy-2-(trifluoromethyl)indol-3-yl]-1-methyl-cyclobutanecarboxylic acid FC1=CC=C(C=C1)N1C(=C(C2=C(C=CC=C12)O)C1CC(C1)(C(=O)O)C)C(F)(F)F